FC(C1=NN=C(O1)C1=CC(=C(C=C1)CN(C(=O)N1CCSCC1)C1=CC=C(C=C1)C1CCNCC1)F)F N-[[4-[5-(difluoromethyl)-1,3,4-oxadiazol-2-yl]-2-fluoro-phenyl]methyl]-N-[4-(4-piperidinyl)phenyl]thiomorpholine-4-carboxamide